C(C1=CC(OC)=C(O)C(OC)=C1)(=O)OCCCCCCC heptyl syringate